N-((2,6-dihydroxy-5'-methyl-4-pentyl-2'-(prop-1-en-2-yl)-[1,1'-biphenyl]-3-yl)sulfonyl)-2-(oxazol-2-yl)acetamide OC1=C(C(=CC(=C1S(=O)(=O)NC(CC=1OC=CN1)=O)CCCCC)O)C1=C(C=CC(=C1)C)C(=C)C